N1CCC(CC1)CCC1=CC=C(N)C=C1 4-[2-(4-Piperidyl)ethyl]aniline